6-bromo-3-iodoimidazo[1,2-a]pyrazin-8-amine trifluoroacetate FC(C(=O)O)(F)F.BrC=1N=C(C=2N(C1)C(=CN2)I)N